C(C)N1[C@@H]([C@@H](CCC1)C1=CC=2C(=NC=C(C2NC=2C=CC3=C(N=CS3)C2)F)S1)C N-(2-((2R,3R)-1-ethyl-2-methylpiperidin-3-yl)-5-fluorothieno[2,3-b]pyridin-4-yl)benzo[d]thiazol-5-amine